8-iodo-2,4-bis(methylsulfanyl)pyrazolo[1,5-a][1,3,5]triazine IC=1C=NN2C1N=C(N=C2SC)SC